3,4-dimethyl-sulfolane CC1CS(=O)(=O)CC1C